5-[2-(5,5-dimethyl-Decahydroisoquinolin-2-yl)-2-oxoacetamido]pyridine-3-carboxamide CC1(C2CCN(CC2CCC1)C(C(=O)NC=1C=C(C=NC1)C(=O)N)=O)C